1-(1-((2-(trimethylsilyl)ethoxy)methyl)-1H-pyrazol-3-yl)-1H-pyrazole C[Si](CCOCN1N=C(C=C1)N1N=CC=C1)(C)C